tert-butyl 4-(((((2,5-dioxopyrrolidin-1-yl)oxy)carbonyl)oxy)methyl)piperidine-1-carboxylate O=C1N(C(CC1)=O)OC(=O)OCC1CCN(CC1)C(=O)OC(C)(C)C